FC(C(=O)O)(F)F.FC1=CC=C(C=C1)NC1=CC=C(C=N1)CN1C(NC2=C1C=CC(=C2)C(=O)N)=O ((6-((4-fluorophenyl)amino)pyridin-3-yl)methyl)-2-oxo-2,3-dihydro-1H-benzimidazole-5-carboxamide trifluoroacetate salt